C[N+]1(CCOCC1)[O-] N-methyl-morpholin N-oxide